Cl.N1(N=CN=C1)CCN1C2=C(C3=CC(=C(C=C13)OC)F)C=CN=C2C(F)(F)F 9-(2-(1H-1,2,4-Triazol-1-yl)ethyl)-6-fluoro-7-methoxy-1-(trifluoromethyl)-9H-pyrido[3,4-b]indole Hydrochloride Salt